3-(5-bromo-1H-indol-3-yl)-2,2-dimethylpropyl acetate C(C)(=O)OCC(CC1=CNC2=CC=C(C=C12)Br)(C)C